FC1(CCC2=C1N=C(N=C2C=2C=C(C=CC2)[S@@](=O)(C)=N)N2[C@H]([C@@H](C2)O)C)F (S)-(3-(7,7-difluoro-2-((2S,3R)-3-hydroxy-2-methylazetidin-1-yl)-6,7-dihydro-5H-cyclopenta[d]pyrimidin-4-yl)phenyl)(imino)(methyl)-λ6-sulfanone